CCCCCCCCCCCCO[C@H]1[C@@H]([C@H]([C@@H]([C@H](O1)CO)O[C@@H]2[C@@H]([C@H]([C@@H]([C@H](O2)CO)O)O)O)O)O The molecule is a glycoside resulting from attachment of a dodecyl group to the reducing-end anomeric centre of a beta-maltose molecule. It has a role as a detergent. It is a glycoside and a disaccharide derivative. It derives from a hydride of a beta-maltose.